(2S)-4,4-Difluoro-2-(4-fluorophenyl)-N-{4-[4-{[(3S)-oxolan-3-yl]oxy}-7-(pyridin-2-yl)-5H-pyrrolo[3,2-d]pyrimidin-6-yl]pyridin-2-yl}butanamid FC(C[C@H](C(=O)NC1=NC=CC(=C1)C1=C(C=2N=CN=C(C2N1)O[C@@H]1COCC1)C1=NC=CC=C1)C1=CC=C(C=C1)F)F